Tert-butyl (R)-3-((7-(2-methoxy-4-methylphenyl)thieno[2,3-d]pyridazin-4-yl)amino)piperidine-1-carboxylate COC1=C(C=CC(=C1)C)C=1N=NC(=C2C1SC=C2)N[C@H]2CN(CCC2)C(=O)OC(C)(C)C